F[C@@]1(C=2C=CC=NC2[C@H](CC1)O)C(=O)N[C@@H]1CCCC2=CC=CC=C12 (5S,8S)-5-fluoro-8-hydroxy-N-((R)-1,2,3,4-tetrahydronaphthalen-1-yl)-5,6,7,8-tetrahydroquinoline-5-carboxamide